trifluoroiodonium F[IH+](F)F